methyl cis-3-((methylsulfonyl)amino)-2-(1-naphthylmethyl)piperidine-1-carboxylate CS(=O)(=O)N[C@@H]1[C@@H](N(CCC1)C(=O)OC)CC1=CC=CC2=CC=CC=C12